BrC=1C(=[N+](C=CC1)[O-])C(C)(C)C bromo-2-(tert-butyl)pyridine 1-oxide